2-{6-azaspiro[2.5]octane-6-yl}-4-bromo-N-[8-(4,4-difluoropiperidin-1-yl)-7-Fluoroquinolin-6-yl]naphthalene-1-carboxamide C1CC12CCN(CC2)C2=C(C1=CC=CC=C1C(=C2)Br)C(=O)NC=2C=C1C=CC=NC1=C(C2F)N2CCC(CC2)(F)F